ClC=1N=C(C2=C(N1)CCS2)NC2(CCC2)CO (R)-2-Chloro-4-((1-(hydroxymethyl)cyclobutyl)amino)-6,7-dihydrothieno[3,2-d]pyrimidine